CC(O[Si](OCCN1C(C2=CC=CC=C2C1=O)=O)(C1=CC=CC=C1)C1=CC=CC=C1)(COCC=C)C 2-(6,6-dimethyl-4,4-diphenyl-3,5,8-trioxa-4-silaundec-10-en-1-yl)isoindoline-1,3-dione